Cl.O(N)CCCS 3-aminoxypropane-1-thiol HCl salt